2-(2-(2-((4-aminocyclohexyl)oxy)ethoxy)acetamido)-N-(6-methoxypyridazin-3-yl)benzamide NC1CCC(CC1)OCCOCC(=O)NC1=C(C(=O)NC=2N=NC(=CC2)OC)C=CC=C1